N1C=CC2=CC=C(C=C12)C1=CN=C2C(=N1)N(CCN2)CCC2CCOCC2 7-(1H-indol-6-yl)-1-(2-(tetrahydro-2H-pyran-4-yl)ethyl)-3,4-dihydropyrazino[2,3-b]pyrazin